6-(2H-1,2,3-triazol-2-yl)-5-(trifluoromethyl)pyridine-3-amine N=1N(N=CC1)C1=C(C=C(C=N1)N)C(F)(F)F